(nonane)-Trifluoroacetate salt FC(C(=O)O)(F)F.CCCCCCCCC